2-((5-((1-(2-(azetidin-3-yl)ethyl)-1H-pyrazol-4-yl)oxy)pyridin-2-yl)amino)-6-(2,6-dichlorophenyl)-8-methylpyrido[2,3-d]pyrimidin-7(8H)-one N1CC(C1)CCN1N=CC(=C1)OC=1C=CC(=NC1)NC=1N=CC2=C(N1)N(C(C(=C2)C2=C(C=CC=C2Cl)Cl)=O)C